(2-methyl-1-imidazolylethyl)-adipamide CCC(C=1NC=CN1)C(C(=O)N)CCCC(=O)N